N-[3-(2-aminoquinolin-6-yl)-2,4-difluorophenyl]-5-chloro-2-methoxypyridine-3-sulfonamide NC1=NC2=CC=C(C=C2C=C1)C=1C(=C(C=CC1F)NS(=O)(=O)C=1C(=NC=C(C1)Cl)OC)F